N1(C=NC=C1)C1=CC(=NC(=C1)C=1C=NN(C1)C)C(=O)NC1CCC(CC1)OCCOC 4-(1H-imidazol-1-yl)-N-((1r,4r)-4-(2-methoxyethoxy)cyclohexyl)-6-(1-methyl-1H-pyrazol-4-yl)picolinamide